N-[(1-cyclohexylpiperidin-4-yl)methyl]-5-(2,4-difluorophenyl)-1,2-oxazole-3-carboxamide HCl Cl.C1(CCCCC1)N1CCC(CC1)CNC(=O)C1=NOC(=C1)C1=C(C=C(C=C1)F)F